O=C1N(C=CC(=C1)C=1OC(=NN1)C(F)(F)F)CC(=O)OC(C)(C)C tert-butyl 2-(2-oxo-4-(5-(trifluoromethyl)-1,3,4-oxadiazol-2-yl)pyridin-1(2H)-yl)acetate